{4-(dimethylamino)phenyl}boronic acid CN(C1=CC=C(C=C1)B(O)O)C